1-(5-(4-amino-7-cyclopropyl-7H-pyrrolo[2,3-d]pyrimidin-5-yl)imidazo[1,2-a]pyridin-8-yl)-3-(3-(1-(trifluoromethyl)-cyclopropyl)isoxazol-5-yl)-urea NC=1C2=C(N=CN1)N(C=C2C2=CC=C(C=1N2C=CN1)NC(=O)NC1=CC(=NO1)C1(CC1)C(F)(F)F)C1CC1